chloro-2'-(trifluoromethoxy)-[1,1'-biphenyl]-4-amine ClC1=C(C=CC(=C1)N)C1=C(C=CC=C1)OC(F)(F)F